OCCCC[C@@H](C)OC1=NC(=CC=C1S(=O)(=O)[C@H]1[C@H](CCC1)C(=O)OC)C |&1:17,18| Methyl (1RS,2RS)-2-((2-(((R)-6-hydroxyhexan-2-yl)oxy)-6-methylpyridin-3-yl)sulfonyl)cyclopentane-1-carboxylate